ClC1=CC=C(CN2C3(CN(C3)C=3SC=CN3)C(N(CC2=O)C(C)C)=O)C=C1 5-(4-chlorobenzyl)-8-isopropyl-2-(thiazol-2-yl)-2,5,8-triazaspiro[3.5]-nonane-6,9-dione